1-(4-(3-bromo-4-chloro-2-oxopyridin-1(2H)-yl)phenyl)-N-ethyl-5-(trifluoromethyl)-1H-pyrazole-4-carboxamide BrC=1C(N(C=CC1Cl)C1=CC=C(C=C1)N1N=CC(=C1C(F)(F)F)C(=O)NCC)=O